[Si](C)(C)(C(C)(C)C)OCCN1N=C(C(=C1CN([C@H]1CN(C[C@H]1O)C(=O)OC(C)(C)C)C)I)OCC tert-butyl (3S,4R)-3-[[2-[2-[tert-butyl(dimethyl)silyl]oxyethyl]-5-ethoxy-4-iodo-pyrazol-3-yl]methyl-methyl-amino]-4-hydroxy-pyrrolidine-1-carboxylate